C1(=CC=C(C=C1)N1C2=CC=C(C=C2C=2C=C(C=CC12)Br)Br)C1=CC=CC=C1 9-([1,1'-biphenyl]-4-yl)-3,6-dibromo-9H-carbazole